potassium 6-bromo-2-naphthol BrC=1C=C2C=CC(=CC2=CC1)O.[K]